CC(C#N)(C)C=1OC(=NN1)C1=CC2=C(C(C[C@H](C(N2CC2=CC=C(C=C2)N2N=C(N=N2)C(F)(F)F)=O)N)(F)F)C=C1F 2-methyl-2-[5-[(3R)-3-amino-5,5,7-trifluoro-2-oxo-1-[[4-[5-(trifluoromethyl)tetrazol-2-yl]phenyl]methyl]-3,4-dihydro-1-benzazepin-8-yl]-1,3,4-oxadiazol-2-yl]propanenitrile